CC1=C(C=C(C(=C1)SC1=CC(=CC=C1)OCC(C(F)F)(F)F)C)C(=N)N(C)CC (2,5-dimethyl-4-{[3-(2,2,3,3-tetrafluoropropoxy)phenyl]thio}phenyl)-N-ethyl-N-methylformamidine